COC1=C(C=CC=C1)C1=C2CNC(C2=CC=C1)=O 4-(2-methoxyphenyl)isoindolin-1-one